FC(C=1C=C(C=CC1)C=1C(=C2N(N1)CCC2)C=2C=C1C=NNC1=CC2)(F)F 5-(2-(3-Trifluoromethylphenyl)-5,6-dihydro-4H-pyrrolo[1,2-b]pyrazol-3-yl)-1H-indazole